FC1=CNC=2C1=NC(=CC2CN2C[C@H](CCC2)C)C(=O)N 3-fluoro-7-(((S)-3-methylpiperidin-1-yl)methyl)-1H-pyrrolo[3,2-b]pyridine-5-carboxamide